ClC1=C2C(=NC=C1)C=C(S2)C2=CC=C(C=N2)CN(C(OC(C)(C)C)=O)CCOC tert-butyl ((6-(7-chlorothieno[3,2-b]pyridin-2-yl)pyridin-3-yl)methyl)(2-methoxyethyl)carbamate